1-[2-Hydroxy-4-(2-methylprop-2-enoxy)phenyl]-3-(3-methoxyphenyl)prop-2-en-1-one OC1=C(C=CC(=C1)OCC(=C)C)C(C=CC1=CC(=CC=C1)OC)=O